N-[3-fluoro-4-[[6-(methanesulfonamido)-7-methoxy-1,5-naphthyridin-4-yl]oxy]phenyl]-5-(4-fluorophenyl)-6-methyl-4-oxo-1-propan-2-ylpyridine-3-carboxamide FC=1C=C(C=CC1OC1=CC=NC2=CC(=C(N=C12)NS(=O)(=O)C)OC)NC(=O)C1=CN(C(=C(C1=O)C1=CC=C(C=C1)F)C)C(C)C